(5-chloro-2-methoxy-phenyl)-N-(3,4-diaminophenyl)acetamide ClC=1C=CC(=C(C1)CC(=O)NC1=CC(=C(C=C1)N)N)OC